(4aS,7aS)-1-(4-cyano-4-phenylcyclohexyl)octahydro-6H-pyrrolo[3,4-b]pyridine-6-carboxylic acid ethyl ester C(C)OC(=O)N1C[C@H]2N(CCC[C@H]2C1)C1CCC(CC1)(C1=CC=CC=C1)C#N